2-(4-((2-(ethylthio)pyrimidin-5-yl)methyl)piperazin-1-yl)-5-fluorobenzo[d]oxazole C(C)SC1=NC=C(C=N1)CN1CCN(CC1)C=1OC2=C(N1)C=C(C=C2)F